triazinyl-diketopyrimidine tert-butyl-(2S,5R)-2,5-dimethyl-4-(1-(quinoxalin-6-yl)ethyl)piperazine-1-carboxylate C(C)(C)(C)OC(=O)N1[C@H](CN([C@@H](C1)C)C(C)C=1C=C2N=CC=NC2=CC1)C.N1=NN=C(C=C1)C=1NC(CC(N1)=O)=O